3-[3-[[ethyl(methyl)sulfamoyl]amino]-2-fluoro-benzoyl]-5-(1-methylimidazol-4-yl)-1H-pyrrolo[2,3-b]pyridine C(C)N(S(=O)(=O)NC=1C(=C(C(=O)C2=CNC3=NC=C(C=C32)C=3N=CN(C3)C)C=CC1)F)C